3-benzyl 8-(t-butyl) (1S,2S,5R)-2-(hydroxymethyl)-3,8-diazabicyclo[3.2.1]octane-3,8-dicarboxylate OC[C@@H]1[C@@H]2CC[C@H](CN1C(=O)OCC1=CC=CC=C1)N2C(=O)OC(C)(C)C